2-methyl-5-[7-methyl-2-(4-piperidinyl)pyrazolo[4,3-b]pyridin-5-yl]indazol-6-ol CN1N=C2C=C(C(=CC2=C1)C=1C=C(C=2C(N1)=CN(N2)C2CCNCC2)C)O